CN1N=C(C=C1C)NC1=NC=C(C(=N1)C1=CNC2=C(C=CC=C12)NC(CN1C[C@H](CC1)OC1=C(SC=C1)C(=O)NC)=O)C (S)-3-((1-(2-((3-(2-((1,5-dimethyl-1H-pyrazol-3-yl)amino)-5-methylpyrimidin-4-yl)-1H-indol-7-yl)amino)-2-oxoethyl)pyrrolidin-3-yl)oxy)-N-methylthiophene-2-carboxamide